[7,8-difluoro-3-(methoxymethoxy)naphthalen-1-yl]methanol FC1=CC=C2C=C(C=C(C2=C1F)CO)OCOC